C1(CC1)N1N=CC(=C1)C1CN(CCO1)C(=O)OC(C)(C)C tert-butyl 2-(1-cyclopropyl-1H-pyrazol-4-yl)morpholine-4-carboxylate